C(C)(C)(C)OC(=O)N1C[C@H]([C@@H](CC1)NC)F (3R,4R)-3-fluoro-4-(methylamino)piperidine-1-carboxylic acid tert-butyl ester